CC=1C(=CC=CC1)S(=O)(=O)OC1=CC=C(C=C1)NC(N)=O N'-[4-(o-toluenesulfonyloxy)phenyl]urea